(R)-8-(8-((3-chloro-2-cyclopropylpyrimidin-4-yl)thio)imidazo[1,2-c]pyrimidin-5-yl)-8-azaspiro[4.5]decan-1-amine ClN1C(N=CC=C1SC=1C=2N(C(=NC1)N1CCC3(CCC[C@H]3N)CC1)C=CN2)C2CC2